FC1=C(C=CC(=C1)C1=C(C(=NO1)C)NC(=O)O[C@H](C)C1=CC=CC=C1)C12COC(CC1)(CC2)CC(=O)O |r| (±)-2-(4-(2-fluoro-4-(3-methyl-4-((((R)-1-phenylethoxy)carbonyl)amino)isoxazol-5-yl)phenyl)-2-oxabicyclo[2.2.2]octan-1-yl)acetic acid